NC=1C=2N(C=CN1)C(=NC2C2=CC=C(C=C2)CNC(C2=C(C=CC(=C2)F)OC)=O)C2(CCC(CC2)(C(=O)OC)C)C methyl (1r,4r)-4-(8-amino-1-(4-((5-fluoro-2-methoxybenzamido)methyl)phenyl)imidazo[1,5-a]pyrazin-3-yl)-1,4-dimethylcyclohexane-1-carboxylate